CC1C(CC(CC1C)C)=O 2,3,5-trimethylcyclohexanone